C(C)C(CCC)C1=CC=CC=C1 1-ethyl-n-butyl-benzene